FC(S(=O)(=O)OC1=CC=C2C(=CC(OC2=C1)=O)CCNC(=O)OCC=C)(F)F 4-(2-(((allyloxy)carbonyl)amino)ethyl)-2-oxo-2H-chromen-7-yl trifluoromethanesulfonate